2,7-bis(3-(dimethylamino)propyl)benzo[LMN][3,8]phenanthroline CN(CCCN1C=C2C=CC3=CN(C=C4C3=C2C(=C1)C=C4)CCCN(C)C)C